C1(CC1)C(CNC(=O)C=1C=C2C=C(N=NC2=C(C1)OC)C)(O)C1=NC(=C(C(=C1)C(C)(C)O)F)C1=CC(=C(C=C1)F)F (-)-N-{2-cyclopropyl-2-[6-(3,4-difluorophenyl)-5-fluoro-4-(2-hydroxypropan-2-yl)pyridin-2-yl]-2-hydroxyethyl}-8-methoxy-3-methylcinnoline-6-carboxamide